7-(bromomethyl)-3-cyclopropyl-8-fluoro-5-(prop-1-yn-1-yl)quinoxalin-2(1H)-one BrCC1=CC(=C2N=C(C(NC2=C1F)=O)C1CC1)C#CC